(3-(4-((2-Chloro-1H-imidazol-1-yl)methyl)phenyl)-5-isobutyl-4-methylthiophene-2-yl)sulfonylcarbamic acid 2-hydroxyethyl ester OCCOC(NS(=O)(=O)C=1SC(=C(C1C1=CC=C(C=C1)CN1C(=NC=C1)Cl)C)CC(C)C)=O